[2-(6-Fluoro-2,4-dimethyl-indol-1-yl)-ethyl]-[6-(1H-indol-5-yl)-pyrimidin-4-yl]-amine FC1=CC(=C2C=C(N(C2=C1)CCNC1=NC=NC(=C1)C=1C=C2C=CNC2=CC1)C)C